(cyclobutylthio)aniline C1(CCC1)SNC1=CC=CC=C1